Cl.FC=1C=C(OC2CNC2)C=CC1F 3-(3,4-difluorophenoxy)azetidine hydrochloride